NCCSCCO 2-(2-aminoethylmercapto)ethanol